FC(C1=NC=CC=C1OC(C)C1CN(CCC1)C(=O)OC(C)(C)C)(F)F tert-butyl 3-(1-{[2-(trifluoromethyl)pyridin-3-yl]oxy}ethyl)piperidine-1-carboxylate